N1C(CCC2=CC=CC=C12)C1=CN=CO1 5-(1,2,3,4-tetrahydroquinolin-2-yl)oxazole